I(=O)(=O)[O-].[Fe+3].I(=O)(=O)[O-].I(=O)(=O)[O-] Ferric iodate